benzoxazolyl boronate B(OC=1OC2=C(N1)C=CC=C2)[O-]